O[C@@H]1C[C@@H](OCC1)C(=O)OC(C)C |r| (±)-cis-isopropyl 4-hydroxytetrahydro-2H-pyran-2-carboxylate